CNS(=O)(=O)NCC(=O)N[C@@H](CCCCNC(=O)OCC1=CC=CC=C1)C(=O)O methylsulfamoylglycinyl-N6-[(benzyloxy)carbonyl]-L-lysine